[Si](C)(C)(C(C)(C)C)OCCN1C(C=2N(C=3C(=C(C=CC3C2C=2C=NN(C2)C2OCCCC2)Cl)Cl)CC1)=O 2-[2-[tert-Butyl(dimethyl)silyl]oxyethyl]-6,7-dichloro-10-(1-tetrahydropyran-2-ylpyrazol-4-yl)-3,4-dihydropyrazino[1,2-a]indol-1-one